beta-lactose octaacetate C(C)(=O)O[C@H]1[C@H](OC(C)=O)[C@@H](OC(C)=O)[C@H](O[C@H]2[C@H](OC(C)=O)[C@@H](OC(C)=O)[C@@H](OC(C)=O)[C@H](O2)COC(C)=O)[C@H](O1)COC(C)=O